S1C(=CC=C1)OC=1C=C(C(C(=O)O)=CC1)C(=O)O 4-(thien-2-yloxy)phthalic acid